1,7-Octadiene C=CCCCCC=C